CC1=C(C(=CC=C1)C)N1C(NC2=CC(=C(C=C2C1=O)/C=C/C(=O)OCC)F)C (E)-ethyl 3-(3-(2,6-dimethylphenyl)-7-fluoro-2-methyl-4-oxo-1,2,3,4-tetrahydroquinazolin-6-yl)acrylate